COC1=CC=C(CSC2=C(C=CC(=C2)C2=C(NC=3N(C2=O)N=C(C3C3=CC=CC=C3)C3=CC=CC=C3)C)NC(CC(=O)OC)=O)C=C1 methyl 3-((2-((4-methoxybenzyl)thio)-4-(5-methyl-7-oxo-2,3-diphenyl-4,7-dihydropyrazolo[1,5-a]pyrimidin-6-yl)phenyl)amino)-3-oxopropanoate